N1=CC=C(C=C1)C1=CC=2C=NC(=CC2N1)NC(C1=CC=CC=C1)=O N-(2-(pyridin-4-yl)-1H-pyrrolo[3,2-c]pyridin-6-yl)benzamide